(1R,4R)-4-((R)-1-aminoethyl)-N-(pyridin-4-yl)cyclohexaneformamide N[C@H](C)C1CCC(CC1)C(=O)NC1=CC=NC=C1